ClC=1C=CC2=C(C[C@H](CC=3N2C(=NN3)[C@@H]3CC[C@H](CC3)OC3=NC=CC=C3)N)C1 |&1:7| racemic-8-chloro-1-[trans-4-(pyridin-2-yloxy)cyclohexyl]-5,6-dihydro-4H-[1,2,4]triazolo[4,3-a][1]benzazepine-5-amine